N-[4-chloro-3-(3-methyl-2-butenyloxy) phenyl]-2-methyl-3-furanthiocarbamate ClC1=C(C=C(C=C1)N(C([O-])=S)C1=C(OC=C1)C)OCC=C(C)C